Acetamido-3,4-diacetyloxy-6-[3,5-dimethoxy-2-[3-(4-methoxyphenyl)prop-2-enoyl]phenoxy]oxan C(C)(=O)NC1OC(CC(C1OC(C)=O)OC(C)=O)OC1=C(C(=CC(=C1)OC)OC)C(C=CC1=CC=C(C=C1)OC)=O